CC=1OC2=C(C1C(=O)N[C@@H]1CN(CC1)C(=O)OC(C)(C)C)C=C(C=C2)OCC=2C=NC=C(C2)C tert-butyl (S)-3-(2-methyl-5-((5-methylpyridin-3-yl)methoxy)benzofuran-3-carboxamido)-pyrrolidine-1-carboxylate